CC(=C)[C@@H]1CC[C@@](OC(=O)C1)(C)O The molecule is a (4R)-7-hydroxy-4-isopropenyl-7-methyloxepan-2-one that has S configuration at position 7. It derives from a (1S,4R)-1-hydroxylimonen-2-one. It is an enantiomer of a (4S,7R)-7-hydroxy-4-isopropenyl-7-methyloxepan-2-one.